4-Chloro-1-[4-(1,1-difluoroethyl)phenyl]sulfonyl-3-(3,3-difluoro-4-methyl-pyrrolidin-1-yl)indazole ClC1=C2C(=NN(C2=CC=C1)S(=O)(=O)C1=CC=C(C=C1)C(C)(F)F)N1CC(C(C1)C)(F)F